COCCCC Methyl-n-butylether